1-(1-methyl-1H-tetrazol-5-yl)-2-(methylsulfonyl)-1H-benzo[d]imidazole CN1N=NN=C1N1C(=NC2=C1C=CC=C2)S(=O)(=O)C